(2,2'-dimethyl-[1,1'-biphenyl]-3,3'-diyl)bis(4-methoxy-5-vinyl-2-pyridineamide) CC1=C(C=CC=C1C=1C(=NC=C(C1OC)C=C)C(=O)N)C1=C(C(=CC=C1)C=1C(=NC=C(C1OC)C=C)C(=O)N)C